2-Chloro-6-[3-(3,3-dicyclopropylpropoxy)pyrazol-1-yl]pyridine-3-carboxylic acid ClC1=NC(=CC=C1C(=O)O)N1N=C(C=C1)OCCC(C1CC1)C1CC1